C1(CC1)CN1C(=CC2=CC=CC(=C12)[N+](=O)[O-])C=O 1-(cyclopropylmethyl)-7-nitro-1H-indole-2-carbaldehyde